((((dimethylsilanediyl)bis(pyrene-6,1-diyl))bis(4,1-phenylene))bis(oxy))bis(ethane-2,1-diyl) diacrylate C(C=C)(=O)OCCOC1=CC=C(C=C1)C1=CC=C2C=CC3=C(C=CC4=CC=C1C2=C34)[Si](C3=C4C=CC2=CC=C(C1=CC=C(C=C3)C4=C12)C1=CC=C(C=C1)OCCOC(C=C)=O)(C)C